NCCCNCC(CC(CCNCCCN)C)(C)C N,N'-di-(3-aminopropyl)-2,2,4-trimethyl-hexamethylenediamine